C(C)OC(CC1=CC=CC2=C1O[C@@H](CN2C)C=2C=C(C1=C(C=CO1)C2)C2=C(C(=CC=C2)CN)OC)=O |r| (±)-2-(2-(7-(3-(Aminomethyl)-2-methoxyphenyl)benzofuran-5-yl)-4-methyl-3,4-dihydro-2H-benzo[b][1,4]oxazin-8-yl)acetic acid ethyl ester